(4-1-bromophenyl)-5-chloropentan-1-one BrC1(CC=CC=C1)C(CCC=O)CCl